C(C)(=O)O[C@H]1[C@H]([C@@H](O[C@H]([C@@H]1O)C)O[C@H]1[C@@H](O[C@H]([C@@H]([C@H]1O)O)C)O[C@@H]1[C@@H]([C@H]([C@@H](O[C@@H]1C(=O)O)O[C@@H]1[C@H]([C@H](OCCC)O[C@@H]([C@@H]1O)CO)NC(C)=O)O)O)O Propyl 3-O-acetyl-α-L-rhamnopyranosyl-(1→2)-α-L-rhamnopyranosyl-(1→4)-β-D-galactopyranosyluronic acid-(1→3)-2-acetamido-2-deoxy-β-D-galactopyranoside